(-)-[3-[[2-Fluoro-4-(trifluoromethyl)phenyl]methoxy]azetidin-1-yl]-[3-(1H-pyrazol-5-yl)pyrrolidin-1-yl]methanone FC1=C(C=CC(=C1)C(F)(F)F)COC1CN(C1)C(=O)N1CC(CC1)C1=CC=NN1